N-[(3S)-1-[5-[2,6-dichloro-4-[6-(difluoromethyl)-3,5-dioxo-1,2,4-triazin-2-yl]phenoxy]-2-hydroxy-phenyl]sulfonylpyrrolidin-3-yl]methanesulfonamide ClC1=C(OC=2C=CC(=C(C2)S(=O)(=O)N2C[C@H](CC2)NS(=O)(=O)C)O)C(=CC(=C1)N1N=C(C(NC1=O)=O)C(F)F)Cl